[Cl-].C(=O)(O)C[NH+]1CCN(CC1)C1=C(C=C(C=C1)C(=O)N1CCC(CC1)C1=CC=C(C=C1)OC=1N=NC(=CC1)C(F)(F)F)NS(=O)(=O)CC1=CC=CC=C1 1-(carboxymethyl)-4-(2-((phenylmethyl)sulfonamido)-4-(4-(4-((6-(trifluoromethyl)pyridazin-3-yl)oxy)phenyl)piperidine-1-carbonyl)phenyl)piperazin-1-ium chloride